(S)-5-(5-((2H-tetrazol-5-yl)methyl)-2-methoxybenzyl)-N4-(1-methoxyheptan-3-yl)-6-methylpyrimidine-2,4-diamine N=1NN=NC1CC=1C=CC(=C(CC=2C(=NC(=NC2C)N)N[C@H](CCOC)CCCC)C1)OC